tert-butyl (S)-3-(4-(5-(6-(1-(tert-butoxy)-2-ethoxy-2-oxoethyl)-7-(4-chlorophenyl)-5-methylbenzo[d]thiazol-2-yl)-1H-pyrazolo[4,3-b]pyridin-3-yl)piperidin-1-yl)azetidine-1-carboxylate C(C)(C)(C)O[C@H](C(=O)OCC)C1=C(C2=C(N=C(S2)C2=CC=C3C(=N2)C(=NN3)C3CCN(CC3)C3CN(C3)C(=O)OC(C)(C)C)C=C1C)C1=CC=C(C=C1)Cl